(R)-N-(5-chloro-1-(3,3-difluoro-1-(oxetan-3-yl)piperidin-4-yl)-1H-pyrazol-4-yl)-4-ethoxy-7H-pyrrolo[2,3-d]pyrimidin-2-amine ClC1=C(C=NN1[C@H]1C(CN(CC1)C1COC1)(F)F)NC=1N=C(C2=C(N1)NC=C2)OCC